C(CCCCCCC)(=O)C1=CC=C(C(C(=O)O)=C1)O 5-(n-octanoyl)salicylic acid